3-(8-Fluoro-2-methyl-1,2,3,4-tetrahydroisochinolin-7-yl)-5-(2-fluoro-6-methoxyphenyl)-1H-pyrazolo[4,3-c]pyridazin-6(5H)-on FC=1C(=CC=C2CCN(CC12)C)C1=NNC=2C1=NN(C(C2)=O)C2=C(C=CC=C2OC)F